C(C)C1N=CC=NC1(C)C 2-ethyl-3,3-dimethyl-pyrazine